N(ω)-nitroarginine [N+](=O)([O-])NC(NCCC[C@H](N)C(=O)O)=N